4-cyclopropyl-1,2,5-oxadiazole C1(CC1)C=1C=NON1